C1(CC1)C1=NC(=CC(=N1)C(=O)NC1=CC(=CC=C1)C1(COC1)CC1=NOC=C1C)CN1C[C@H](CC1)O 2-cyclopropyl-6-{[(3S)-3-hydroxypyrrolidin-1-yl]methyl}-N-(3-{3-[(4-methyl-1,2-oxazol-3-yl)methyl]oxetan-3-yl}phenyl)pyrimidine-4-carboxamide